N-[2-amino-5-(2-thienyl)phenyl]-4-[1-(methylsulfonimidoyl)cyclopropyl]benzamide NC1=C(C=C(C=C1)C=1SC=CC1)NC(C1=CC=C(C=C1)C1(CC1)S(=O)(=N)C)=O